C(C=C)OC[C@H](C(=O)O)N(C)C(=O)OCC1C2=CC=CC=C2C=2C=CC=CC12 (2R)-3-allyloxy-2-[9H-fluoren-9-ylmethoxycarbonyl-(methyl)amino]propionic acid